triethoxy(dodecyl)silane tert-butyl-4-[(3-bromo-2-methyl-phenoxy)methyl]piperidine-1-carboxylate C(C)(C)(C)OC(=O)N1CCC(CC1)COC1=C(C(=CC=C1)Br)C.C(C)O[Si](CCCCCCCCCCCC)(OCC)OCC